O=C1N(C[C@H](C1)CCC)C(C(=O)N)CC 2-((S)-2-oxo-4-propylpyrrolidin-1-yl)butyramide